gold (III) acetate hydrate O.C(C)(=O)[O-].[Au+3].C(C)(=O)[O-].C(C)(=O)[O-]